C1(CC1)C=1C=CNN(C1)C1CN(C1)C 5-cyclopropyl-N-(1-methylazetidin-3-yl)pyridazine